(1S,3S)-3-((2-methyl-6-(1-methyl-5-((((((S)-1,1,1-trifluoropropan-2-yl)oxy)carbonyl)amino)methyl)-1H-1,2,3-triazol-4-yl)pyridin-3-yl)oxy)cyclohexane-1-carboxylic acid CC1=NC(=CC=C1O[C@@H]1C[C@H](CCC1)C(=O)O)C=1N=NN(C1CNC(=O)O[C@H](C(F)(F)F)C)C